OC1CCN(CC1)C=1C=CC(=NC1)NC=1C2=C(C(=NC1)C=1C=3N(N=CC1)C=CN3)CN(C2=O)C(=O)OC(C)(C)C tert-butyl 7-((5-(4-hydroxypiperidin-1-yl) pyridin-2-yl) amino)-4-(imidazo[1,2-b]pyridazin-8-yl)-1-oxo-1,3-dihydro-2H-pyrrolo[3,4-c]pyridine-2-carboxylate